C1(=CC=CC=C1)[C@H]1CCC=2N1N=C(N2)C(=O)N[C@H]2CCC1=C(NC2=O)C=CC=N1 (5R)-5-phenyl-N-[(7S)-6-oxo-5,7,8,9-tetrahydropyrido[3,2-b]azepin-7-yl]-6,7-dihydro-5H-pyrrolo[1,2-b][1,2,4]triazole-2-carboxamide